C(C)(=O)C1=C(C=C(C=C1)F)C1=CC(N(N=C1OC)CC1=CC=C(C=C1)OC)=O 5-(2-acetyl-5-fluorophenyl)-6-methoxy-2-(4-methoxybenzyl)pyridazin-3(2H)-one